di-tert-butyl (4-(2-(4-((2-cyclopropyl-5-ethoxy-4'-fluoro-[1,1'-biphenyl]-4-yl)methyl)piperazin-1-yl)-2-oxoethyl)phenyl)phosphonate C1(CC1)C1=C(C=C(C(=C1)CN1CCN(CC1)C(CC1=CC=C(C=C1)P(OC(C)(C)C)(OC(C)(C)C)=O)=O)OCC)C1=CC=C(C=C1)F